FC1=C(C=CC=C1OC)C1=CC(=CC=C1)[C@H](CC(=O)OCC)NC(=O)NC=1C(N(C=CC1O)C)=O Ethyl (S)-3-(2'-Fluoro-3'-methoxybiphenyl-3-yl)-3-(3-(4-hydroxy-1-methyl-2-oxo-1,2-dihydropyridin-3-yl)ureido)propanoat